tert-butyl (2S,3R)-3-(aminomethyl)-1-(6-methyl-4-(trifluoromethyl)pyridin-2-yl)-5-oxopyrrolidine-2-carboxylate NC[C@@H]1[C@H](N(C(C1)=O)C1=NC(=CC(=C1)C(F)(F)F)C)C(=O)OC(C)(C)C